C(#N)C=1N(C2=CC=C(C(=C2C1)C)C1=CC(=CC2=CC=CC=C12)O)CC12CC(C1)(C2)NC(C=C)=O N-(3-((2-cyano-5-(3-hydroxynaphthalen-1-yl)-4-methyl-1H-indol-1-yl)methyl)bicyclo[1.1.1]pentan-1-yl)acrylamide